3-(benzophenanthren-2-yl)dibenzo[b,d]thiophene C1=C2C=3C=CC=CC3C3=C(C2=CC=C1C=1C=CC2=C(SC4=C2C=CC=C4)C1)C=CC=C3